F[C@H]1CNCC[C@@H]1O (3s,4s)-3-fluoropiperidin-4-ol